5-chloro-2-(2-chlorophenyl)-3-(4-chlorophenyl)-7-[4-(trifluoromethyl)-1-piperidyl]pyrazolo[1,5-a]pyrimidine ClC1=NC=2N(C(=C1)N1CCC(CC1)C(F)(F)F)N=C(C2C2=CC=C(C=C2)Cl)C2=C(C=CC=C2)Cl